C(C1=CC=CC=C1)N1C([C@@H]2[C@H](O[C@H]([C@H]1CC1=CC=CC=C1)O2)C(=O)O)=O (1s,4r,5r,7s)-3,4-dibenzyl-2-oxo-6,8-dioxa-3-azabicyclo[3.2.1]octane-7-carboxylic acid